O[C@H]1[C@@H]([C@@H]2[C@@H](OC[C@@H](CC2)CCCC(=O)OC(C)C)C1)\C=C\[C@H](COC1=CC=CC=C1)O 2-Propanyl 4-{(3R,5aR,6R,7R,8aS)-7-hydroxy-6-[(1E,3R)-3-hydroxy-4-phenoxy-1-buten-1-yl]octahydro-2H-cyclopenta[b]oxepin-3-yl}butanoate